C(C)(C)(C)OC(=O)N1CC2(C[C@H]1C(=O)O)CCCC2 (S)-2-(tert-butyloxycarbonyl)-2-azaspiro[4.4]nonane-3-carboxylic acid